1-(4-(4-AMINO-7-CYCLOPROPYL-7H-PYRROLO[2,3-D]PYRIMIDIN-5-YL)BENZO[D]OXAZOL-7-YL)-3-(4-((1-METHYLPIPERIDIN-4-YL)OXY)-3-(TRIFLUOROMETHYL)PHENYL)UREA NC=1C2=C(N=CN1)N(C=C2C2=CC=C(C1=C2N=CO1)NC(=O)NC1=CC(=C(C=C1)OC1CCN(CC1)C)C(F)(F)F)C1CC1